1-(3-methyl-3-(methanesulfonyl)but-1-yn-1-yl)isoquinolin CC(C#CC1=NC=CC2=CC=CC=C12)(C)S(=O)(=O)C